2-[5-(Ethoxymethyl)-1,3,4-oxadiazol-2-yl]-5-[4-(trifluoromethoxy)benzene-1-sulfonyl]pyridin-3-amine C(C)OCC1=NN=C(O1)C1=NC=C(C=C1N)S(=O)(=O)C1=CC=C(C=C1)OC(F)(F)F